BrC1=CC=CC=2N1N=C(N2)C2(CC2)C(=O)NC(=O)C2CC2 (5-bromo-[1,2,4]triazolo[1,5-a]pyridin-2-yl)-N-(cyclopropanecarbonyl)cyclopropanecarboxamide